6-Bromo-2-oxo-1,2-dihydroquinoline-3-carboxylic acid BrC=1C=C2C=C(C(NC2=CC1)=O)C(=O)O